N-(1-(6-(2-methoxyphenyl)pyridazin-3-yl)piperidin-3-yl)-3,5-bis(trifluoromethyl)benzamide COC1=C(C=CC=C1)C1=CC=C(N=N1)N1CC(CCC1)NC(C1=CC(=CC(=C1)C(F)(F)F)C(F)(F)F)=O